methyl 3-((3-methyl-2-oxobutyl)carbamoyl)cyclopentane-1-carboxylate CC(C(CNC(=O)C1CC(CC1)C(=O)OC)=O)C